1-(4-chloro-3-methoxyphenyl)-N-[3-(4-ethyl-6-oxo-1,6-dihydropyrimidin-2-yl)-2-fluoro-4-(trifluoromethyl)benzyl]piperidine-4-carboxamide ClC1=C(C=C(C=C1)N1CCC(CC1)C(=O)NCC1=C(C(=C(C=C1)C(F)(F)F)C=1NC(C=C(N1)CC)=O)F)OC